tert-butyl (S)-3-methyl-4-(2,2,2-trifluoroethyl)piperazine-1-carboxylate C[C@H]1CN(CCN1CC(F)(F)F)C(=O)OC(C)(C)C